4-methoxybenzoic acid (3-phenyliminopropyl)4-methoxybenzoate C1(=CC=CC=C1)N=CCCOC(C1=CC=C(C=C1)OC)=O.COC1=CC=C(C(=O)O)C=C1